tert-butyl (2S,4R)-2'-chloro-4'-hydroxy-2,3'-dimethyl-4',5'-dihydrospiro[piperidine-4,7'-thieno[2,3-c]pyran]-1-carboxylate ClC1=C(C2=C([C@]3(OCC2O)C[C@@H](N(CC3)C(=O)OC(C)(C)C)C)S1)C